lithium dicyano-imidazolate C(#N)C=1N=C([N-]C1)C#N.[Li+]